E-5-bromo-2-((4-(2-(4-chloro-2-fluorophenyl)-2-methylbenzo[d][1,3]dioxol-4-yl)piperidin-1-yl)methyl)-3-methoxypyridine BrC=1C=C(C(=NC1)CN1CCC(CC1)C1=CC=CC=2OC(OC21)(C)C2=C(C=C(C=C2)Cl)F)OC